(3S)-3-{[(2S,4R)-1-[(2S)-2-[(1-fluorocyclopropyl)formamido]-3,3-dimethylbutanoyl]-4-hydroxypyrrolidin-2-yl]formamido}-3-[4-(4-methyl-1,3-thiazol-5-yl)phenyl]propanoic acid FC1(CC1)C(=O)N[C@H](C(=O)N1[C@@H](C[C@H](C1)O)C(=O)N[C@@H](CC(=O)O)C1=CC=C(C=C1)C1=C(N=CS1)C)C(C)(C)C